2-[(6-chloro-3,4-dihydro-3-methyl-2,4-dioxo-1(2H)-pyrimidinyl)methyl]benzonitrile ClC1=CC(N(C(N1CC1=C(C#N)C=CC=C1)=O)C)=O